COCC1=C(C=CC(=C1)N)N 2-(Methoxymethyl)benzene-1,4-diamine